COC=1C=C(C=C(C1)C=C)C=C 5-methoxy-1,3-divinylbenzene